tris(1,3-dimethyl-3-tert-butylperoxy-butoxy)vinylsilane CC(CC(C)(OOC(C)(C)C)C)OC(=C(OC(CC(C)(C)OOC(C)(C)C)C)OC(CC(C)(C)OOC(C)(C)C)C)[SiH3]